C(CCC)C1N(CCC1N)C=1N=NC(=CC1)C1=C(C=C(C(=C1)F)C1=CN=C(S1)C)OC butyl-1-{6-[5-fluoro-2-methoxy-4-(2-methyl-1,3-thiazol-5-yl)phenyl]pyridazin-3-yl}pyrrolidin-3-amine